FC(C(=O)O)(F)F.N[C@H](C(CN(C(CF)=O)C[C@H]1C(NCC1)=O)=O)CC(C)C N-((S)-3-amino-5-methyl-2-oxohexyl)-2-fluoro-N-(((S)-2-oxopyrrolidin-3-yl)methyl)acetamide trifluoroacetic acid salt